Ethyl (Z)-5-(4-(2-(4-(2-(2-aminoethoxy)ethyl)piperazin-1-yl)ethoxy)-3-hydroxybenzylidene)-4-oxo-2-(phenylamino)-4,5-dihydrothiophene-3-carboxylate NCCOCCN1CCN(CC1)CCOC1=C(C=C(\C=C/2\C(C(=C(S2)NC2=CC=CC=C2)C(=O)OCC)=O)C=C1)O